C(C)(C)(C)OC(NC1(CCNCC1)C1=C(C=C(C=C1)F)F)=O 4-(2,4-difluorophenyl)piperidin-4-ylcarbamic acid tert-butyl ester